ClC1=C(C=CC=C1)\C=C(\C(=O)OCC)/CS(=O)(=O)C1=CC=CC=C1 ethyl (Z)-3-(2-chlorophenyl)-2-((phenylsulphonyl)methyl)acrylate